methyl (1s,4s)-2'-bromo-5'-chloro-4-(3-chloroanilino)spiro[cyclohexane-1,1'-indene]-4-carboxylate BrC=1C2(C3=CC=C(C=C3C1)Cl)CCC(CC2)(C(=O)OC)NC2=CC(=CC=C2)Cl